Tert-butyl (S)-(1-(hydroxyimino)propan-2-yl)carbamate ON=C[C@H](C)NC(OC(C)(C)C)=O